FC1=CC(=C(C=N1)NC1=C(C=CC=C1)[N+](=O)[O-])C 6-fluoro-4-methyl-N-(2-nitrophenyl)pyridin-3-amine